CN(C)[Sn](CCCC)CCCC (dimethylamino)dibutyl-tin